2-Bromo-3-methyl-5-(4-propylphenyl)thieno[3,2-b]thiophene BrC1=C(C2=C(S1)C=C(S2)C2=CC=C(C=C2)CCC)C